FC(OC1=C(C(=O)NC=2C=NC(=C(C2)C=2C=NC3=CC(=NC=C3C2)NC)C)C=CN=C1C(F)F)F 3-(difluoromethoxy)-2-(difluoromethyl)-N-(6-methyl-5-(7-(methylamino)-1,6-naphthyridin-3-yl)pyridin-3-yl)isonicotinamide